(S,E)-2-aminopropionaldehyde O-(2-(1-(5-(trifluoromethyl)pyrimidine-2-yl)piperidin-4-yl)ethyl)oxime FC(C=1C=NC(=NC1)N1CCC(CC1)CCO\N=C\[C@H](C)N)(F)F